ClC1=NC(=CC(=N1)N(C)CCOCCOCCOCCC(=O)OC(C)(C)C)C tert-butyl 2-(2-chloro-6-methylpyrimidin-4-yl)-5,8,11-trioxa-2-azatetradecan-14-oate